NC1=C(C=C(C=N1)NC(C(N1[C@H](CC[C@@H](C1)C)C1=CC(=C(C=C1)OCCN(C)C)Cl)=O)=O)CC |r| N-(6-amino-5-ethyl-3-pyridyl)-2-oxo-2-[Rac-(2R,5S)-2-[3-chloro-4-[2-(dimethylamino)Ethoxy]phenyl]-5-methyl-1-piperidyl]acetamide